The molecule is an idarate(2-) that is the conjugate base of D-idarate(1-). It is a conjugate base of a D-idarate(1-). It is an enantiomer of a L-idarate(2-). [C@@H]([C@H]([C@@H](C(=O)[O-])O)O)([C@@H](C(=O)[O-])O)O